NCC(C(F)(F)F)C(F)(F)F 2-(aminomethyl)-1,1,1,3,3,3-hexafluoropropane